C(#N)C=1N=C2C(=CC(N(C2=CC1)C)=O)N1C[C@H](N(C[C@@H]1C)C(C(=O)NC1CC1)C)C 2-((2r,5s)-4-(6-cyano-1-methyl-2-oxo-1,2-dihydro-1,5-naphthyridin-4-yl)-2,5-dimethylpiperazin-1-yl)-N-cyclopropylpropionamide